FC1(CN(C1)C1CCC(CC1)N1N=CC=2N=C(N=C(C21)C(=O)N)N2C=NC=C2)F ((1r,4r)-4-(3,3-difluoroazetidin-1-yl)cyclohexyl)-5-(1H-imidazol-1-yl)-1H-pyrazolo[4,3-d]pyrimidine-7-carboxamide